1,7-dimethyl-1,6-naphthyridin-2(1H)-one CN1C(C=CC2=CN=C(C=C12)C)=O